4-phenyl-2-(((E)-(1-(2-chlorophenyl)-beta-carbolin-3-yl)methylene)hydrazino)-2,3-dihydrothiazole C1(=CC=CC=C1)C=1NC(SC1)N/N=C/C=1N=C(C=2NC3=CC=CC=C3C2C1)C1=C(C=CC=C1)Cl